CO[C@H]1CC[C@H](CC1)C1=NC=2C(=NC=CC2C2CCN(CC2)C(=O)OC(C)(C)C)N1 (cis)-tert-butyl 4-[2-(4-methoxycyclohexyl)-3H-imidazo[4,5-b]pyridin-7-yl]piperidine-1-carboxylate